tert-Butyl (R)-(1-(4-chlorophenyl)-3-(methylamino)propan-2-yl)(methyl)carbamate ClC1=CC=C(C=C1)C[C@H](CNC)N(C(OC(C)(C)C)=O)C